4-carboxytetrazolium C(=O)(O)N1N=N[NH+]=C1